C(CCCCC#C)NC(OC(C)(C)C)=O tert-butyl N-(hept-6-yn-1-yl)carbamate